ClC=1C=C(C=CC1)N1C(CN(CC1)C(=O)C1=CC(=C(C=C1)[S@](=O)CC(=O)OCC)F)(C)C |r| (±)-Ethyl 2-((4-(4-(3-chlorophenyl)-3,3-dimethylpiperazine-1-carbonyl)-2-fluorophenyl)sulfinyl)acetate